FC1=CC(=C(OC=2N=NC(=CC2C(=O)NC2=CC(=CC=C2)S(=O)(=N)C)C(F)(F)F)C=C1)OC 3-(4-Fluoro-2-methoxyphenoxy)-N-(3-(S-methylsulfonimidoyl)phenyl)-6-(trifluoromethyl)pyridazine-4-carboxamide